ClC=1C=C(C=C(C1O)Cl)N1N=C(C(NC1=C=O)=C=O)C#N 2-(3,5-dichloro-4-hydroxyphenyl)-3,5-dicarbonyl-1,2,4-triazine-6-nitrile